N-[2-methoxycarbonyl-5-(pentafluoroethyl)furan-3-yl]-2-(ethylsulfonyl)-4-(trifluoromethyl)benzamide COC(=O)C=1OC(=CC1NC(C1=C(C=C(C=C1)C(F)(F)F)S(=O)(=O)CC)=O)C(C(F)(F)F)(F)F